C1(CCCC1)C1=CC=C(C=N1)[S@@](=O)(N)=NC(NC1=C2CCCC2=CC=2CCCC12)=O (R)-6-cyclopentyl-N'-((1,2,3,5,6,7-hexahydro-s-indacen-4-yl)carbamoyl)pyridine-3-sulfonimidamide